(4-(Benzyloxy)-3-(methoxy-d3)phenyl)ethane-1,1-d2-1-amine hydrochloride Cl.C(C1=CC=CC=C1)OC1=C(C=C(C=C1)CC(N)([2H])[2H])OC([2H])([2H])[2H]